S1C(=NC=C1)C(C)NC1COC2=C1C=CC(=C2[2H])C(F)(F)F N-(1-(thiazol-2-yl)ethyl)-6-(trifluoromethyl)-2,3-dihydrobenzofuran-3-amine-7-d